OCC(CCCCCCCCCC)NC(CC1=CC=CC=C1)=O N-[1-(Hydroxymethyl)undecyl]benzeneacetamide